N-{[3-(3-fluorophenyl)-1,2-oxazol-5-yl]methyl}-1-methyl-1H-1,2,3-triazole-4-carboxamide FC=1C=C(C=CC1)C1=NOC(=C1)CNC(=O)C=1N=NN(C1)C